C1(CC1)NC(CCOC1=C(C=CC=C1)C=O)=O N-CYCLOPROPYL-3-(2-FORMYLPHENOXY)PROPANAMIDE